COC1=CC=C(C=C1)C1=CN=CC2=CC=C(C=C12)OC 4-(4-methoxyphenyl)-6-methoxyisoquinoline